N(=C=O)CC1(CC(CC(C1)(C)C)N=C=O)C 1-isocyanatomethyl-3-isocyanato-1,5,5-trimethyl-cyclohexane